tert-butyl 2-(((tert-butoxycarbonyl)amino)methyl)-1H-pyrrolo[3,2-c]pyridine-1-carboxylate C(C)(C)(C)OC(=O)NCC1=CC=2C=NC=CC2N1C(=O)OC(C)(C)C